FC(C1=CC2=C(C(=NO2)N2C(N3[C@H](CC2)C([C@@H](C3)NS(=O)(=O)C)(F)F)=O)C(=C1)C1=C(C=C(C=C1F)F)F)F N-{(4aR,6R)-2-[6-(difluoromethyl)-4-(2,4,6-trifluorophenyl)-1,2-benzoxazol-3-yl]-5,5-difluoro-1-oxooctahydropyrrolo[1,2-c]pyrimidin-6-yl}methanesulfonamide